ON[C@@H](CCSC)C(=O)O hydroxymethionine